C(C=C)C1(C(N(C2=CC=CC=C12)C(=O)OC(C)(C)C)=O)CO tert-Butyl 3-allyl-3-(hydroxymethyl)-2-oxoindoline-1-carboxylate